benzyl 3-(1-aminoethyl)-3-((tert-butoxycarbonyl)amino)piperidine-1-carboxylate NC(C)C1(CN(CCC1)C(=O)OCC1=CC=CC=C1)NC(=O)OC(C)(C)C